binaphthyl diselenide C1=CC=C2C(=C1)C=CC=C2C34C([Se]3)C5C([Se]5)C6=CC=CC=C46